benzo[d]Thiazole-2-amine S1C(=NC2=C1C=CC=C2)N